3-phenyl-2,5-dihydrofuran-2-carboxylic acid C1(=CC=CC=C1)C=1C(OCC1)C(=O)O